OC1=NC2=C(OC13N(C1=CC=CC=C1C3)CCCCCCCCCCCCCCCCCC)C=CC3=CC=CC=C32 hydroxy-1-octadecylspiro[indoline-2,3'-(3H)-naphtho(2,1-b)-1,4-oxazine]